NC1=CC=CC(=N1)S(=O)(=O)NC(=O)C=1C(=NC(=CC1)C=1C=NC(=CC1)OC(C)C)N1CCC(CC1)OCC N-[(6-Amino-2-pyridyl)sulfonyl]-2-(4-ethoxy-1-piperidyl)-6-(6-isopropoxy-3-pyridyl)pyridin-3-carboxamid